(2-(4-hydroxyphenyl)-2-oxoethyl)-3-morpholinobenzenesulfonamide OC1=CC=C(C=C1)C(CC1=C(C=CC=C1N1CCOCC1)S(=O)(=O)N)=O